N-(1-(4-methoxybenzyl)-1H-indol-5-yl)cyclohexanesulfonamide COC1=CC=C(CN2C=CC3=CC(=CC=C23)NS(=O)(=O)C2CCCCC2)C=C1